C(C)(CC)N(C(C)CC)C(C1=CC=CC=C1)C1=CC=CC=C1 di-sec-butylaminodiphenylmethane